[Fe+2].N(C(C(=O)[O-])CC(=O)[O-])C(C(=O)[O-])CC(=O)[O-].[Fe+2] iminodisuccinate iron